1,2,4-tris(glycidyloxy)benzene C(C1CO1)OC1=C(C=C(C=C1)OCC1CO1)OCC1CO1